ClC(=C)C(F)(F)Cl 2,3-dichloro-3,3-difluoropropene